2-(trifluoromethyl)terephthalic acid FC(C1=C(C(=O)O)C=CC(=C1)C(=O)O)(F)F